C(C)(C)NC1=NCC(N1C)=O 2-(isopropylamino)-3-methyl-3,5-dihydro-4H-imidazol-4-one